N-methyl-4-ethynylpyrazole CN1N=CC(=C1)C#C